4-[(2,6-difluorophenyl)diazenyl]aniline FC1=C(C(=CC=C1)F)N=NC1=CC=C(N)C=C1